N=1C=C(N2N=CC=CC21)C#CC=2C=C(C(=O)NC1=CC(=C(C=C1)CN1CCN(CC1)C)C(F)(F)F)C=CC2C 3-[2-(Imidazo[1,2-b]Pyridazin-3-Yl)Ethynyl]-4-Methyl-N-{4-[(4-Methylpiperazin-1-Yl)Methyl]-3-(Trifluoromethyl)Phenyl}benzamide